FC[C@](C)(O)C1=CC=C(C=2N1N=CN2)C=2C=1N(C(=NC2)NCC2=C(C=CC3=C2CCO3)F)C=NN1 (2R)-1-fluoro-2-[8-(5-{[(5-fluoro-2,3-dihydro-1-benzofuran-4-yl)methyl]amino}-[1,2,4]triazolo[4,3-c]pyrimidin-8-yl)-[1,2,4]triazolo[1,5-a]pyridin-5-yl]propan-2-ol